NC=1C=2N(C=CN1)C(=NC2C2=C(C=C(C=C2F)C(NC2=NC=CC(=C2)C(F)(F)F)=O)OCC)[C@@]2(C[C@](CC2)(C(=O)O)C)C (1S,3S)-3-[8-amino-1-(2-ethoxy-6-fluoro-4-{[4-(trifluoromethyl)pyridin-2-yl]carbamoyl}phenyl)imidazo[1,5-a]pyrazin-3-yl]-1,3-dimethylcyclopentanecarboxylic acid